N,N'-distearylethylenediamine C(CCCCCCCCCCCCCCCCC)NCCNCCCCCCCCCCCCCCCCCC